C(C)N1C[C@@H](CCC1)NC=1OC=2C(=NC(=CN2)C2=C(C=C(C=C2C)C(F)(F)F)O)N1 |r| (rac)-2-[2-[(1-Ethyl-3-piperidyl)amino]oxazolo[4,5-b]pyrazin-5-yl]-3-methyl-5-(trifluoromethyl)phenol